4,4,5,5-tetramethyl-2-(2-oxaspiro[3.4]oct-5-en-6-yl)-1,3,2-dioxaborolane CC1(OB(OC1(C)C)C1=CC2(COC2)CC1)C